O[C@@H](COC1=CC(=NC(=C1)[C@@]1(COCC1)OC)C=1C=C(N2C=NC(=CC21)NC(=O)N)C)C 1-(5-(4-((R)-2-Hydroxypropoxy)-6-((S)-3-methoxytetrahydrofuran-3-yl)pyridine-2-yl)-7-methylpyrrolo[1,2-c]pyrimidin-3-yl)urea